2-[(2,6-difluoro-4-pyridinyl)-(2-methoxyacetyl)amino]-5-methyl-N-spiro[3.4]oct-3-yl-thiazole-4-carboxamide FC1=NC(=CC(=C1)N(C=1SC(=C(N1)C(=O)NC1CCC12CCCC2)C)C(COC)=O)F